oxo-1-(piperazin-1-yl)propan O=C(CC)N1CCNCC1